5-bromo-N-((2R,3S)-3-fluoro-2-hydroxy-3-phenylpropyl)nicotinamide BrC=1C=NC=C(C(=O)NC[C@H]([C@H](C2=CC=CC=C2)F)O)C1